di(dimethylaminopropyl)methylamine CN(C)CCCN(C)CCCN(C)C